Dibutyltin acetate C(C)(=O)[O-].C(CCC)[Sn+2]CCCC.C(C)(=O)[O-]